tert-butyl (3R,4R)-3-((((benzyloxy)carbonyl)(methyl)amino)methyl)-4-hydroxypyrrolidine-1-carboxylate C(C1=CC=CC=C1)OC(=O)N(C)C[C@@H]1CN(C[C@@H]1O)C(=O)OC(C)(C)C